COC(=O)C1CN(CCC1N)C(=O)OC(C)(C)C 4-Aminopiperidine-1,3-dicarboxylic acid 1-tert-butyl 3-methyl ester